4-allyl-2-(1H-benzoimidazol-5-yl)-6-fluorophenol C(C=C)C1=CC(=C(C(=C1)F)O)C1=CC2=C(NC=N2)C=C1